2-(3-chloro-4-((5-chloro-2-(3-ethoxy-3-methylazetidin-1-yl)pyridin-4-yl)oxy)phenyl)-4-(2,6-difluorobenzyl)-2,4-dihydro-3H-1,2,4-triazol-3-one ClC=1C=C(C=CC1OC1=CC(=NC=C1Cl)N1CC(C1)(C)OCC)N1N=CN(C1=O)CC1=C(C=CC=C1F)F